CC1=C(C2=C(N=CN=C2NC2(CC2)C)O1)C(=O)N1CC2(CCC1)OCC1=C2C=CC=C1 6-methyl-N-(1-methylcyclopropyl)-5-({3H-spiro[2-benzofuran-1,3'-piperidin]-1'-yl}carbonyl)furo[2,3-d]pyrimidin-4-amine